2,4,6-tri(diphenylamino)-3,5-difluorobenzonitrile C1(=CC=CC=C1)N(C1=C(C#N)C(=C(C(=C1F)N(C1=CC=CC=C1)C1=CC=CC=C1)F)N(C1=CC=CC=C1)C1=CC=CC=C1)C1=CC=CC=C1